N-(tert-butyl)-2-(3-((4-chloro-6-fluoro-1H-benzo[d]imidazol-2-yl)methyl)-3,6-diazabicyclo[3.1.1]hept-6-yl)acetamide C(C)(C)(C)NC(CN1C2CN(CC1C2)CC2=NC1=C(N2)C=C(C=C1Cl)F)=O